3-phenyl-N1-cyanoguanidine C1(=CC=CC=C1)NC(NC#N)=N